4-(2-((2R*,3R*)-2-benzyl-3-methylpyrrolidin-1-yl)-6-((4-methoxybenzyl)oxy)pyrimidin-4-yl)morpholine C(C1=CC=CC=C1)[C@H]1N(CC[C@H]1C)C1=NC(=CC(=N1)N1CCOCC1)OCC1=CC=C(C=C1)OC |o1:7,11|